3-(2-amino-[1,2,4]triazolo[1,5-a]pyridin-7-yl)-N-(3-(4-chlorophenyl)-3-hydroxybutyl)-2-fluoro-6-methylbenzamide NC1=NN2C(C=C(C=C2)C=2C(=C(C(=O)NCCC(C)(O)C3=CC=C(C=C3)Cl)C(=CC2)C)F)=N1